ClC=1C=C2C(=CN=C(C2=CN1)C)C=N[S@@](=O)C(C)(C)C (S)-N-((6-chloro-1-methyl-2,7-naphthyridin-4-yl)methylene)-2-methylpropan-2-sulfinamide